1-(5Z,8Z,11Z,14Z-eicosatetraenoyl)-2-(9Z-hexadecenoyl)-glycero-3-phosphoserine CCCCCC/C=C\CCCCCCCC(=O)O[C@H](COC(=O)CCC/C=C\C/C=C\C/C=C\C/C=C\CCCCC)COP(=O)(O)OC[C@@H](C(=O)O)N